9-chloro-2,3'-bidibenzo[b,d]furan ClC1=CC=CC2=C1C1=C(O2)C=CC=C1C1=CC=CC=2OC3=C(C21)C=CC=C3